2-(4-(2-acryloyl-2,6-diazaspiro[3.4]octan-6-yl)-6-(5-methyl-1H-indazol-4-yl)pyrimidin-5-yl)acetonitrile C(C=C)(=O)N1CC2(C1)CN(CC2)C2=NC=NC(=C2CC#N)C2=C1C=NNC1=CC=C2C